N-(2-amino-4,6-dichloro-5-pyrimidinyl)carboxamide NC1=NC(=C(C(=N1)Cl)NC=O)Cl